2-chloro-6-methyl-N-(4-(4,4,5,5-tetramethyl-1,3,2-dioxaborolan-2-yl)benzyl)benzamide ClC1=C(C(=O)NCC2=CC=C(C=C2)B2OC(C(O2)(C)C)(C)C)C(=CC=C1)C